CP(CC[C@H]1O[C@@H]([C@H]([C@H]([C@@H]1O)O)O)OC1=CC=CC=C1)(C)=O dimethyl(2-((2R,3S,4S,5S,6R)-3,4,5-trihydroxy-6-phenoxytetrahydro-2H-pyran-2-yl)ethyl)phosphine oxide